O\N=C/1\C(C2=CC=CC(=C2C1)OC)=O (2E)-2-(hydroxyimino)-4-methoxy-3H-inden-1-one